6-(4-methylamino-phenyl)-N-(trans-4-morpholinocyclohexyl)-6-(pyridin-4-yl)-9H-pyrimido[4,5-b]indol-4-amine CNC1=CC=C(C=C1)C1(CC=2C3=C(NC2C=C1)N=CN=C3N[C@@H]3CC[C@H](CC3)N3CCOCC3)C3=CC=NC=C3